5-(4-(hydroxymethyl)piperidin-1-yl)isoindoline-1,3-dione OCC1CCN(CC1)C=1C=C2C(NC(C2=CC1)=O)=O